ClC=1C=C2CCC[C@]3(C2=CC1)CN(C1=C(OC3)C=CC(=C1)C(=O)OC(C)(C)C)C[C@@H]1[C@@](CC1)(C)[C@H](C=C)O (S)-TERT-BUTYL 6'-CHLORO-5-(((1S,2S)-2-((S)-1-HYDROXYALLYL)-2-METHYLCYCLOBUTYL)METHYL)-3',4,4',5-TETRAHYDRO-2H,2'H-SPIRO[BENZO[B][1,4]OXAZEPINE-3,1'-NAPHTHALENE]-7-CARBOXYLATE